ClC1=C(C(C2=CC=CC=C2)(C2=CC=CC=C2)OC(C[C@H](C(=O)N(C)[C@H](CNC(=O)OCC2C3=CC=CC=C3C=3C=CC=CC23)CCCCNS(=O)(=O)C2=C(C=CC=C2)[N+](=O)[O-])CC2=CC=CC=C2)=O)C=CC=C1 (2-chlorotrityl)-(R)-4-(((S)-1-((((9H-fluoren-9-yl)methoxy)carbonyl)amino)-6-((2-nitrophenyl)sulfonamido)hexan-2-yl)(methyl)amino)-3-benzyl-4-oxobutanoate